2,3-dihydro-5-methoxy-2-[(4-tert-butylphenyl)methylene]-1H-indenone COC=1C=C2CC(C(C2=CC1)=O)=CC1=CC=C(C=C1)C(C)(C)C